N-(4-((4-Acetamidobenzyl)amino)-2-aminophenyl)decanamid C(C)(=O)NC1=CC=C(CNC2=CC(=C(C=C2)NC(CCCCCCCCC)=O)N)C=C1